NCC=1C=C(OC2CC3(C2)CN(CCC3)C(=O)OC(C)(C)C)C=CC1C tert-butyl 2-(3-(aminomethyl)-4-methylphenoxy)-6-azaspiro[3.5]nonane-6-carboxylate